2,2'-dinitrobiphenyl-dicarboxylic acid [N+](=O)([O-])C1(C(=CC=CC1C(=O)O)C1=C(C=CC=C1)[N+](=O)[O-])C(=O)O